(S)-2-(piperazin-2-yl)acetonitrile, R-(-)-citramalate salt C(C[C@@](C)(O)C(=O)O)(=O)O.N1[C@H](CNCC1)CC#N